NC=1SC(=CN1)C(=O)NC1=C(C=C(C(=C1)C(NC1=CC=C2C(=N1)COCC2)=O)F)C 2-Amino-N-[5-(6,8-dihydro-5H-pyrano[3,4-b]pyridin-2-ylcarbamoyl)-4-fluoro-2-methylphenyl]-1,3-thiazole-5-carboxamide